C(C=C)C=1SC=CN1 Allylthiazole